(E)-N-(4-(3-((4-phenylpiperazin-1-yl)methyl)imidazo[1,2-a]pyridin-2-yl)phenyl)-3-(p-tolyl)acrylamide C1(=CC=CC=C1)N1CCN(CC1)CC1=C(N=C2N1C=CC=C2)C2=CC=C(C=C2)NC(\C=C\C2=CC=C(C=C2)C)=O